C(C)(C)(C)OC(=O)N1CC(C1)[C@@H]1CN(CCC1)CCN (R)-3-(1-(2-aminoethyl)piperidin-3-yl)azetidine-1-carboxylic acid tert-butyl ester